methyl((3-(5-(trifluoromethyl)-1,2,4-oxadiazol-3-yl)benzyl)imino)(4-((4-(trifluoromethyl)pyridin-2-yl)oxy)phenyl)-λ6-sulfanone CS(=O)(C1=CC=C(C=C1)OC1=NC=CC(=C1)C(F)(F)F)=NCC1=CC(=CC=C1)C1=NOC(=N1)C(F)(F)F